Cl.N1CCC(CC1)N1N=CC(=C1)NC(=O)C1=NOC(=C1)C1=NC=CN=C1 N-(1-(piperidin-4-yl)-1H-pyrazol-4-yl)-5-(pyrazin-2-yl)isoxazole-3-carboxamide hydrochloride